FC1=CC(=CC2=CN(N=C12)C)C=1C=C(C=2N(C1)C=C(N2)C21CN(C(C2)C1)C)F 7-fluoro-5-[8-fluoro-2-(2-methyl-2-azabicyclo[2.1.1]hex-4-yl)imidazo[1,2-a]pyridin-6-yl]-2-methyl-indazole